2-((1-benzyl-1H-indol-4-yl)methoxy)acetaldehyde C(C1=CC=CC=C1)N1C=CC2=C(C=CC=C12)COCC=O